ClC=1C(=C(C=CC1)O)C1=C(C2=C(CN3[C@@H](CO2)CNCC3)C(=C1C#C)F)F 3-chloro-2-[(12aR)-8-ethynyl-7,10-difluoro-1,2,3,4,12,12a-hexahydro-6H-pyrazino[2,1-c][1,4]benzooxazepin-9-yl]phenol